methyl (3-oxo-1-phenyl-2,3-dihydro-1H-pyrazolo[4,3-c]pyridin-6-yl)carbamate O=C1NN(C2=C1C=NC(=C2)NC(OC)=O)C2=CC=CC=C2